C(CNC(CCCCCCCCCCCCCCCCC)=O)NC(CCCCCCCCCCCCCCCCC)=O N,N'-ethylenebisstearic acid amide